C1N(CCC12CNCCC2)CC2=CC=C(C=C2)N2C(=NC=1C2=NC(=CC1)C1=CC=CC=C1)C=1C(=NC=CC1)N 3-(3-(4-((2,7-Diazaspiro[4.5]decan-2-yl)methyl)phenyl)-5-phenyl-3H-imidazo[4,5-b]pyridin-2-yl)pyridin-2-amine